NC1=NC=CC=C1C1=NC=2C(=NC(=CC2)C2=CC=CC=C2)N1C1=CC=C(CN2C[C@]3(CCN(C3)C(=O)C3=CC(=C(C=O)C=C3)O)CC2)C=C1 (R)-4-(7-(4-(2-(2-aminopyridin-3-yl)-5-phenyl-3H-imidazo[4,5-b]pyridin-3-yl)benzyl)-2,7-diazaspiro[4.4]nonane-2-carbonyl)-2-hydroxybenzaldehyde